P(OC1C(OCC1F)N1C=2N=C(NC(C2N=C1)=O)NC(C(C)C)=O)(O)=O 4-fluoro-2-(2-isobutyramido-6-oxo-1,6-dihydro-9H-purin-9-yl)tetrahydrofuran-3-yl hydrogen phosphonate